2-(7-methyl-5,5-dioxido-8-((3,4,5-trifluorophenyl)carbamoyl)-3a,4,10,10a-tetrahydro-1H,7H-dipyrrolo[3,4-b:3',4'-f][1,4,5]oxathiazocin-2(3H)-yl)-2-oxoethyl dihydrogen phosphate P(=O)(OCC(=O)N1CC2NS(C=3C(OCC2C1)=C(N(C3)C)C(NC3=CC(=C(C(=C3)F)F)F)=O)(=O)=O)(O)O